C(CCCCCCCCC)C(CC1CCC(CC1)C)(CCCCCCCCCCCC)C 2-Decyl-2-methyltetradecyl-4-methylcyclohexan